O1C(CC\C=C\CC1)CO (E)-(3,4,7,8-tetrahydro-2H-oxocin-2-yl)methanol